C1(=CC=CC=C1)CC(=O)NC=1C=C(C(=O)NC2=CC=C(C=C2)S(NC2=CC=CC=C2)(=O)=O)C=CC1 3-(2-phenylacetamido)-N-(4-(N-phenylsulfamoyl)phenyl)benzamide